C(C)(C)(C)OC(=O)N1C(CN(CC1)C1=NC(=NC=2C[C@@]3(CCC12)CC1=CC=CC(=C1CC3)F)S(=O)C)COC 4-((2R)-5-fluoro-2'-(methylsulfinyl)-3,4,5',8'-tetrahydro-1H,6'H-spiro[naphthalene-2,7'-quinazoline]-4'-yl)-2-(methoxymethyl)piperazine-1-carboxylic acid tert-butyl ester